6-[2-(4-ethyl-4-azaspiro[2.5]oct-7-yl)-7-fluoro-indazol-5-yl]-2,8-dimethyl-imidazo[1,2-b]pyridazine C(C)N1C2(CC2)CC(CC1)N1N=C2C(=CC(=CC2=C1)C=1C=C(C=2N(N1)C=C(N2)C)C)F